Methyl 4-[(1S)-1-[[4-[4-(2,2,2-trifluoroethoxy)phenyl]tetrahydropyran-4-carbonyl]amino]ethyl]benzoate FC(COC1=CC=C(C=C1)C1(CCOCC1)C(=O)N[C@@H](C)C1=CC=C(C(=O)OC)C=C1)(F)F